(R)-N-(((S)-6-(2,5-difluoro-3-methoxyphenyl)-4-((3-(trifluoro-methyl)phenyl)sulfonyl)-3,4-dihydro-2H-benzo[b][1,4]-oxazin-2-yl)methyl)-3,3,3-trifluoro-2-hydroxy-2-methylpropanamide FC1=C(C=C(C=C1OC)F)C1=CC2=C(O[C@H](CN2S(=O)(=O)C2=CC(=CC=C2)C(F)(F)F)CNC([C@@](C(F)(F)F)(C)O)=O)C=C1